4-(1H-imidazol-1-yl)-7-(4-(trifluoromethoxy)phenyl)-2,3-dihydrobenzofuran-5-carbaldehyde N1(C=NC=C1)C1=C(C=C(C2=C1CCO2)C2=CC=C(C=C2)OC(F)(F)F)C=O